(E)-2-(4-(2-(5-Cyclopropyl-3-(3,5-dichloropyridin-4-yl)isoxazol-4-yl)vinyl)bicyclo[2.2.2]octan-1-yl)-4-methylthiazol C1(CC1)C1=C(C(=NO1)C1=C(C=NC=C1Cl)Cl)/C=C/C12CCC(CC1)(CC2)C=2SC=C(N2)C